indium tantalum Oxide [O-2].[Ta+5].[In+3].[O-2].[O-2].[O-2]